O[C@@]1(C(N(CC1)C)=O)C=1N=C(SC1)C1=NC(=CC=C1)C1=NC(=NC=C1)NC1=NN(C=C1)C (R,S)-3-hydroxy-1-methyl-3-(2-(6-(2-((1-methyl-1H-pyrazol-3-yl)amino)pyrimidin-4-yl)pyridin-2-yl)thiazol-4-yl)pyrrolidin-2-one